FC=1C(=NC(=NC1)N1CCC2(C(N3[C@H](O2)CC[C@H]3C3=CC=CC=C3)=O)CC1)OC (5'S,7a'R)-1-(5-fluoro-4-methoxypyrimidin-2-yl)-5'-phenyltetrahydro-3'H-spiro[piperidine-4,2'-pyrrolo[2,1-b][1,3]oxazol]-3'-one